((3R,4S)-4-((8-(4-(trifluoromethyl)phenyl)pyrido[2,3-d]pyridazin-5-yl)amino)pyrrolidin-3-yl)methanol HCl Cl.FC(C1=CC=C(C=C1)C=1N=NC(=C2C1N=CC=C2)N[C@H]2[C@@H](CNC2)CO)(F)F